1-(4-chloro-2-methyl-pyrimidin-5-yl)-3-(6-spiro[2H-benzofuran-3,1'-cyclopropane]-4-yloxy-3-pyridyl)urea ClC1=NC(=NC=C1NC(=O)NC=1C=NC(=CC1)OC1=CC=CC2=C1C1(CC1)CO2)C